C[Si](C)(C)CCOC([C@H](N)CCCCNC(CBr)=O)=O (trimethylsilyl)ethyl-N6-(bromoacetyl)-D-lysinate